(1S,4S,5R)-4-((3-(4-Aminopyrido[3,2-d]pyrimidin-6-yl-2-d)phenyl)ethynyl)-4-hydroxy-2-methyl-2-azabicyclo[3.1.0]hexan-3-one NC=1C2=C(N=C(N1)[2H])C=CC(=N2)C=2C=C(C=CC2)C#C[C@@]2(C(N([C@H]1C[C@@H]21)C)=O)O